7-(4-(4-ethylpiperazin-1-yl)phenyl)-3-methyl-1-(2-oxo-2-(piperidin-1-yl)ethyl)-3,6-dihydroimidazo[4,5-d]pyrrolo[2,3-b]pyridin-2(1H)-one C(C)N1CCN(CC1)C1=CC=C(C=C1)C1=CC=2C(=NC=C3C2N(C(N3C)=O)CC(N3CCCCC3)=O)N1